(trimethoxysilyl)ethanol CO[Si](OC)(OC)C(C)O